ClC=1C=C2C(=C(/C(/C2=CC1)=C/C1=CC=C(C=C1)C(C)(C)C)C)CC(=O)O (Z)-2-(5-chloro-2-methyl-1-(4-tert-butylbenzylidene)-1H-inden-3-yl)acetic acid